N1=C(N=CC=C1)C=1C=C(C=CC1)CCN 2-(3-Pyrimidin-2-yl-phenyl)-ethylamine